C1(CC1)C(C)NC1=NC(=NC(=N1)NC1=CC=NC=C1)C1=CC=CC=C1 N2-(1-cyclopropylethyl)-6-phenyl-N4-(pyridin-4-yl)-1,3,5-triazine-2,4-diamine